C(C)(=O)N1CCC(CC1)NC1=NC=C(C(=N1)C=1C=C(C(=O)N2CCC(CC2)(O)CNC([O-])=O)C=CC1)F ((1-(3-(2-((1-acetylpiperidin-4-yl)amino)-5-fluoropyrimidin-4-yl)benzoyl)-4-hydroxypiperidin-4-yl)methyl)carbamate